CNC(OC1CCC(CC1)C(N(C1=CC(=CC=C1)C#CC=1SC=CN1)CC12CCC(CC1)(CC2)C2=CC(=C(C=C2)OC)C)=O)=O 4-(((4-(4-Methoxy-3-methylphenyl)bicyclo[2.2.2]octan-1-yl)methyl)(3-(thiazol-2-ylethynyl)phenyl)carbamoyl)cyclohexyl trans-methylcarbamate